4-(2-Amino-5-(2-fluorophenyl)-4-oxo-4,7-dihydro-3H-pyrrolo[2,3-d]pyrimidin-6-yl)-N,N-dimethylbenzene-sulfonamide NC=1NC(C2=C(N1)NC(=C2C2=C(C=CC=C2)F)C2=CC=C(C=C2)S(=O)(=O)N(C)C)=O